6-(3-amino-6-(4-(4-methylpiperazin-1-yl)phenyl)pyrazin-2-yl)-8-fluoro-3,4-dihydroisoquinolin-1(2H)-one NC=1C(=NC(=CN1)C1=CC=C(C=C1)N1CCN(CC1)C)C=1C=C2CCNC(C2=C(C1)F)=O